Cl(=O)(=O)(=O)[O-].C(CCC)[N+](CCCC)(CCCC)CCCC tetrabutylammonium perchlorate salt